O[C@@H]1C2(CN(C2)C(=O)OC(C)(C)C)CC[C@@H]1[C@@H]1N2C(C=3C=CC=CC13)=CN=C2 tert-butyl (5S,6R)-5-hydroxy-6-[(5S)-5H-imidazo[1,5-b]isoindol-5-yl]-2-azaspiro[3.4]octane-2-carboxylate